N-(3-(5-((4-chloro-1H-indazol-5-yl)amino)-1,2,4-oxadiazol-3-yl)phenyl)-1-methyl-1H-pyrazole-4-carboxamide ClC1=C2C=NNC2=CC=C1NC1=NC(=NO1)C=1C=C(C=CC1)NC(=O)C=1C=NN(C1)C